C(C)(C)(C)OC(=O)N(C(OC(C)(C)C)=O)C\C=C\C=1C=2C3=C(C(N(C3=CC1)C1C(NC(CC1)=O)=O)=O)C=CC2 tert-butyl N-tert-butoxycarbonyl-N-[(E)-3-[1-(2,6-dioxo-3-piperidyl)-2-oxo-benzo[cd]indol-6-yl]allyl]carbamate